(R)-N-(4-ethoxy-2-(4-methylpiperazin-1-yl)-5-((6-(3-(3-phenoxyphenyl)isoxazolidin-2-yl)pyrimidin-4-yl)amino)phenyl)acrylamide C(C)OC1=CC(=C(C=C1NC1=NC=NC(=C1)N1OCC[C@@H]1C1=CC(=CC=C1)OC1=CC=CC=C1)NC(C=C)=O)N1CCN(CC1)C